C(CCC)(=O)OCC(OC(CCCCCCCCCCCCCCC)=O)COC(CCC)=O 1,3-dibutyryl-2-palmitoyl-glycerol